(S)-4-(4'-fluorophenyl)oxazolidin-2-one FC1=CC=C(C=C1)[C@@H]1NC(OC1)=O